ClC1=CC=C(C=C1)CN1C(=NC=2N(C(CN(C(C21)=O)CCCO)=O)C)OC2=CC(=CC=C2)OC(F)(F)F 1-[(4-Chlorophenyl)methyl]-7-(3-hydroxypropyl)-4-methyl-2-[3-(trifluoromethoxy)phenoxy]-1H,4H,5H,6H,7H,8H-imidazo[4,5-e][1,4]diazepine-5,8-dione